(R)-6,7-dimethoxy-4-((1-(4-(2-((methylamino)methyl)phenyl)thiophen-2-yl)ethyl)amino)quinazoline-2-carbonitrile COC=1C=C2C(=NC(=NC2=CC1OC)C#N)N[C@H](C)C=1SC=C(C1)C1=C(C=CC=C1)CNC